C(=CC(C)=C)OCC1=CC=CC=C1 benzyl isoprenyl ether